D-(+)-p-toluoyltartaric acid C1(=CC=C(C=C1)C(=O)C(C(=O)O)(O)C(O)C(=O)O)C